BrC(C(=O)C1=C(C(=C(C=C1C)OC)OC)O)CCCCCCCC bromo-1-(2-hydroxy-3,4-dimethoxy-6-methyl-phenyl)decan-1-one